C(C)C=1C(NC=2C=C(C=NC2C1)CN1[C@@H]([C@H](C1)OC=1C=CC(=NC1)C(=O)NC1COC1)C)=O 5-(((2R,3S)-1-((7-ethyl-6-oxo-5,6-dihydro-1,5-naphthyridin-3-yl)methyl)-2-methylazetidin-3-yl)oxy)-N-(oxetan-3-yl)picolinamide